C1(=CC=CC=C1)C1NCC(CC1)CC(F)(F)F 2-phenyl-5-(2,2,2-trifluoroethyl)piperidine